(2,2-dimethyl-2,3-dihydropyrazolo[5,1-b]oxazol-6-yl) methylsulfonate CS(=O)(=O)OC1=NN2C(OC(C2)(C)C)=C1